FC=1C(=NC(=NC1)N1CCC(CC1)C(=O)N1OCC[C@H]1C=1C=C(C=NC1)C#N)S(=O)(=O)C 5-[(3S)-2-[1-(5-Fluoro-4-methylsulfonyl-pyrimidin-2-yl)piperidine-4-carbonyl]isoxazolidin-3-yl]pyridine-3-carbonitrile